O[C-]1C=CC=C1.[CH-]1C=CC=C1.[Zr+2] hydroxyzirconocene